C1(=CC=C(C=C1)N(C1=CC=C(C=C1)C1=CC=C(C=C1)C1(CC(C2=CC=C(C=C12)C1=CC=C(C=C1)N(C1=CC=C(C=C1)C1=CC=CC=C1)C1=CC=C(C=C1)C1=CC=CC=C1)(C)C)C)C1=CC=C(C=C1)C1=CC=CC=C1)C1=CC=CC=C1 N,N-di([1,1'-biphenyl]-4-yl)-4'-(6-(4-(di([1,1-biphenyl]-4-yl)amino)phenyl)-1,3,3-trimethyl-2,3-dihydro-1H-indene-1-yl)-[1,1'-biphenyl]-4-amine